C(C)P(CC1=CC=CC=C1)(CC)(CC)Br triethyl-benzyl-phosphorus bromide